NC1=CC=C(OC2=CC=C(C=C2)C2=CC=C(C=C2)OC2=CC=C(C=C2)N)C=C1 bis(4-aminophenoxy)Biphenyl